(2S)-7,4'-dihydroxy-8-isopentenyl-flavan OC1=CC=C2CC[C@H](OC2=C1CCC(=C)C)C1=CC=C(C=C1)O